4-(4-((4-(3-((2-((S)-1-hydroxyethyl)-1H-imidazol-1-yl)methyl)isoxazol-5-yl)phenyl)ethynyl)benzyl)morpholin-2-carboxylic acid O[C@@H](C)C=1N(C=CN1)CC1=NOC(=C1)C1=CC=C(C=C1)C#CC1=CC=C(CN2CC(OCC2)C(=O)O)C=C1